3-(5-{3',3'-difluoro-[1,4'-bipiperidin]-4-yl}-4-fluoro-1-oxo-3H-isoindol-2-yl)piperidine-2,6-dione FC1(CNCCC1N1CCC(CC1)C=1C(=C2CN(C(C2=CC1)=O)C1C(NC(CC1)=O)=O)F)F